FC=1C=C(C#N)C=C(C1)OC=1C2=C(N=CN1)C(CC2)O 3-fluoro-5-((7-hydroxy-6,7-dihydro-5H-cyclopenta[d]pyrimidin-4-yl)oxy)benzonitrile